(hydroxyimino)ethyl cyanoacetate C(#N)CC(=O)OCC=NO